bis(gamma-aminopropyl) tetraphenyldisiloxane tert-butyl (2s)-2-((tert-butoxycarbonyl)amino)-4-(4,4,4-trifluoro-3-hydroxy-3-(isoquinolin-3-yl)butylsulfonimidoyl)butanoate C(C)(C)(C)OC(=O)N[C@H](C(=O)OC(C)(C)C)CCS(=O)(=N)CCC(C(F)(F)F)(C=1N=CC2=CC=CC=C2C1)O.NCCC[Si](O[Si](C1=CC=CC=C1)(C1=CC=CC=C1)C1=CC=CC=C1)(C1=CC=CC=C1)CCCN